C(#N)C1=CC=C(C(=O)O)C=C1 4-cyano-benzoic acid